CN1C(CC(CC1)=O)(C(=O)OC)C methyl 1,2-dimethyl-4-oxopiperidine-2-carboxylate